4-benzoyl-1,3-dioxolane C(C1=CC=CC=C1)(=O)C1OCOC1